FC1=C(C=CC(=C1F)B1OC(C(O1)(C)C)(C)C)C=1C=NN(C1C=1CCOCC1)COCC[Si](C)(C)C 2-[[4-[2,3-difluoro-4-(4,4,5,5-tetramethyl-1,3,2-dioxaborolan-2-yl)phenyl]-5-(3,6-dihydro-2H-pyran-4-yl)pyrazol-1-yl]methoxy]ethyl-trimethyl-silane